1-(trifluoromethoxy)-3-vinylbenzene FC(OC1=CC(=CC=C1)C=C)(F)F